ClC=1C=C(OCC(=O)N(C)C)C=C(C1CC1=CC(=C(C=C1)O)C(C)C)C(=C)C 2-(3-chloro-4-(4-hydroxy-3-isopropylbenzyl)-5-(prop-1-en-2-yl)phenoxy)-N,N-dimethylacetamide